FC(OC1=C(C=CC(=C1C)F)[C@H]1[C@@H](O[C@@]([C@H]1C)(C(F)(F)F)C)C(=O)NC1=CC(=NC=C1)C(=O)N)F 4-((2R,3S,4S,5S)-3-(2-(difluoromethoxy)-4-fluoro-3-methylphenyl)-4,5-dimethyl-5-(trifluoromethyl)tetrahydrofuran-2-carboxamido)picolinamide